7-[[5-(4-hydroxy-1-piperidyl)-2-pyridyl]amino]-4-(7-methylpyrazolo-[1,5-a]pyridin-3-yl)isoindolin-1-one OC1CCN(CC1)C=1C=CC(=NC1)NC=1C=CC(=C2CNC(C12)=O)C=1C=NN2C1C=CC=C2C